7-(2-((6-(Trifluoromethyl)pyridin-3-yl)oxy)ethyl)-2-thia-7-azaspiro[3.5]nonane 2,2-dioxide FC(C1=CC=C(C=N1)OCCN1CCC2(CS(C2)(=O)=O)CC1)(F)F